4-(6-methoxy-5-amino-indazol-2-yl)-1-methyl-cyclohexanol COC=1C(=CC2=CN(N=C2C1)C1CCC(CC1)(O)C)N